(3,4-dihydroisoquinolin-2(1H)-yl)(4-mercaptopyridin-3-yl)methanone thenate C1(=CC=CS1)C(=O)O.C1N(CCC2=CC=CC=C12)C(=O)C=1C=NC=CC1S